BrC=1C2=C(C(N(C1)C)=O)N(C(=C2C=2OCC(N2)C(C)C)C)COCC[Si](C)(C)C 4-bromo-3-(4-isopropyl-4,5-dihydrooxazol-2-yl)-2,6-dimethyl-1-((2-(trimethylsilyl)ethoxy)methyl)-1H-pyrrolo[2,3-c]pyridin-7(6H)-one